tert-butyl 3-(6-bromo-8-fluoro-1-oxoisoquinolin-2-yl)pyrrolidine-1-carboxylate BrC=1C=C2C=CN(C(C2=C(C1)F)=O)C1CN(CC1)C(=O)OC(C)(C)C